ClC=1C(=NC=C(C1)C(F)(F)F)N1C(OC2=C1C=CC=C2)=O 3-(3-chloro-5-(trifluoromethyl)pyridin-2-yl)-2-oxo-2,3-dihydrobenzoxazol